(R)-1-(1-(7,8-difluoro-1-oxo-1,2-dihydroisoquinolin-4-yl)ethyl)-1-methyl-3-phenylurea FC1=CC=C2C(=CNC(C2=C1F)=O)[C@@H](C)N(C(=O)NC1=CC=CC=C1)C